FC(C(C)C1=C2C(=NC=C1NC1=CC=C(C=C1)[C@@H](C(F)(F)F)N(C(=O)C1CCS(CC1)(=O)=O)C)SC(=N2)C)F N-{(1S)-1-[4-([7-(1,1-difluoropropan-2-yl)-2-methyl[1,3]thiazolo[5,4-b]pyridin-6-yl]amino)phenyl]-2,2,2-trifluoroethyl}-N-methyl-1,1-dioxo-1λ6-thiane-4-carboxamide